tert-butyl (3-(4-oxo-3,4-dihydrophthalazin-1-yl)phenyl)carbamate O=C1NN=C(C2=CC=CC=C12)C=1C=C(C=CC1)NC(OC(C)(C)C)=O